Bis-pyridyl-tetrazine N1=C(C=CC=C1)C1=C(N=NN=N1)C1=NC=CC=C1